Methyl 4-nitro-2-(4-[(3-methoxy-2-methylbenzyl)(1-tetrahydro-2H-pyran-2-yl-1H-indazol-5-yl)amino]carbonyl-1,5-dimethyl-1H-pyrrol-2-yl)benzoate [N+](=O)([O-])C1=CC(=C(C(=O)OC)C=C1)C=1N(C(=C(C1)C(=O)N(C=1C=C2C=NN(C2=CC1)C1OCCCC1)CC1=C(C(=CC=C1)OC)C)C)C